(2S,4S)-N-(4-Chlorobenzyl)-N-(4,4-difluorocyclohexyl)-1-((R)-N,4-dimethylphenylsulfonimidoyl)-4-methylpyrrolidine-2-carboxamide ClC1=CC=C(CN(C(=O)[C@H]2N(C[C@H](C2)C)[S@](=O)(=NC)C2=CC=C(C=C2)C)C2CCC(CC2)(F)F)C=C1